N-(5-(4,7-difluorobenzo[d][1,3]dioxol-5-yl)-1-(3-hydroxy-3-methylbutyl)-1H-pyrazolo[3,4-b]pyridin-3-yl)pivalamide FC1=C(C=C(C=2OCOC21)F)C=2C=C1C(=NC2)N(N=C1NC(C(C)(C)C)=O)CCC(C)(C)O